Indolooxadiazole O1NN=C2C1=C1C=CC=CC1=N2